C(C)(C)(C)OC(=O)N1CCN(CC(C1)(F)F)C=1N=C(NC(C1Cl)=O)C1=C(C=NC=C1)F 4-[5-chloro-2-(3-fluoro-4-pyridyl)-6-oxo-1H-pyrimidin-4-yl]-6,6-difluoro-1,4-diazepan-1-carboxylic acid tert-butyl ester